NC1=NC=NC=2N(C3=CC=C(C=C3C21)C(F)(F)F)CC(=O)N2C(OC[C@H]2C(=O)OCC2=CC=CC=C2)=O (S)-benzyl 3-(2-(4-amino-6-(trifluoromethyl)-9H-pyrimido[4,5-b]indol-9-yl)acetyl)-2-oxooxazolidine-4-carboxylate